(S)-1-(4-(benzyloxy)phenoxy)propan-2-ol C(C1=CC=CC=C1)OC1=CC=C(OC[C@H](C)O)C=C1